benzyl 6-[(2-chloroacetyl)amino]-6-phenyl-4-azaspiro[2.5]octane-4-carboxylate ClCC(=O)NC1(CN(C2(CC2)CC1)C(=O)OCC1=CC=CC=C1)C1=CC=CC=C1